N-({3-[(5-bromo-1-{[2-(trimethylsilyl)ethoxy]methyl}pyrrolo[2,3-b]pyridin-6-yl)oxy]oxan-4-yl}methyl)-4-methylbenzenesulfonamide BrC=1C=C2C(=NC1OC1COCCC1CNS(=O)(=O)C1=CC=C(C=C1)C)N(C=C2)COCC[Si](C)(C)C